OCCN1CCN(CC1)CC(=O)NC=1SC=C(N1)C1=CC(=C(C=C1)OC)NS(=O)(=O)C1=CC=C(C=C1)CCCCC 2-(4-(2-hydroxyethyl)piperazin-1-yl)-N-(4-(4-methoxy-3-((4-pentylphenyl)sulfonamido)phenyl)thiazol-2-yl)acetamide